6-chloro-N-(2-hydroxyethyl)-3-((1-(2-(4-methoxyphenyl)-3,6-dimethyl-4-oxo-3,4-dihydroquinolin-8-yl)ethyl)amino)pyridine ClC1=CC=C(CN1CCO)NC(C)C=1C=C(C=C2C(C(C(=NC12)C1=CC=C(C=C1)OC)C)=O)C